tert-butyl (E)-2-(4-(3-(4-(isobutylthio)benzofuran-7-yl)-3-oxoprop-1-en-1-yl)-2,6-dimethylphenoxy)-2-methylpropanoate C(C(C)C)SC1=CC=C(C2=C1C=CO2)C(/C=C/C2=CC(=C(OC(C(=O)OC(C)(C)C)(C)C)C(=C2)C)C)=O